[8-(6-methoxypyridazin-4-yl)-6H-isochromeno[3,4-d]pyrimidin-3-yl]-N,2,2,6,6-pentamethylpiperidin-4-amine COC1=CC(=CN=N1)C=1C=CC2=C(C1)COC1=NC(=NC=C12)N1C(CC(CC1(C)C)NC)(C)C